4-(2-cyano-5-(2-oxooxazolidin-3-yl)phenyl)isoindoline-2-carbonitrile C(#N)C1=C(C=C(C=C1)N1C(OCC1)=O)C1=C2CN(CC2=CC=C1)C#N